F[C@@H]1C2=C(N3[C@H]1CNCC3)N=CC(=C2)C(F)(F)F (5R,5aS)-5-fluoro-3-(trifluoromethyl)-5a,6,8,9-tetrahydropyrido[3',2':4,5]pyrrolo[1,2-a]pyrazin